(S)-1-(1-(3-bromo-5-fluorophenyl)-2-hydroxyethyl)-4-(3-(1-methyl-2-oxo-1,2-dihydropyridin-4-yl)-1H-indazol-5-yl)pyridin-2(1H)-one BrC=1C=C(C=C(C1)F)[C@@H](CO)N1C(C=C(C=C1)C=1C=C2C(=NNC2=CC1)C1=CC(N(C=C1)C)=O)=O